(9H-fluoren-9-yl)methyl (4-(chlorosulfonyl)phenyl)carbamate ClS(=O)(=O)C1=CC=C(C=C1)NC(OCC1C2=CC=CC=C2C=2C=CC=CC12)=O